2,2,4-trimethyl-1,2-Dihydroquinoline CC1(NC2=CC=CC=C2C(=C1)C)C